1-[4-methyl-1-[4-(trifluoromethyl)phenyl]pyrazol-3-yl]piperazine CC=1C(=NN(C1)C1=CC=C(C=C1)C(F)(F)F)N1CCNCC1